O.[Co+2].C(CN)N ethylenediamine cobalt (II) hydrate